NC(C(CCC(=O)O)N1C(C2=CC=C(C=C2C1)N1N=C(C(=C1)C)C1=CC=CC=C1)=O)=O 5-Amino-4-(5-(4-methyl-3-phenyl-1H-pyrazol-1-yl)-1-oxoisoindolin-2-yl)-5-oxopentanoic acid